O1CCN(CC1)C1=CC=C(CC2N(C(OC2)=O)C2=CC3=C(NC=N3)C=C2)C=C1 4-(4-morpholinobenzyl)-3-(1H-benzo[d]imidazol-5-yl)oxazolidin-2-one